CC12N(N(C(C(=C1C)C)(C2C)C)C(=O)OCC)C(=O)OCC diethyl 1,4,5,6,7-pentamethyl-2,3-diaza-bicyclo[2.2.1]hept-5-ene-2,3-dicarboxylate